C(=O)C1CCC(CC1)N1N=C2C=C(C(=CC2=C1)NC(=O)C1=NC(=CC=C1)C(F)(F)F)C(C)(C)O N-[2-(4-formylcyclohexyl)-6-(1-hydroxy-1-methyl-ethyl)indazol-5-yl]-6-(trifluoromethyl)pyridine-2-carboxamide